FC(C(=O)O)(F)F.COC(=O)C12CNC(CC1)CC2 2-azabicyclo[2.2.2]octane-4-carboxylic acid methyl ester trifluoroacetate